FC(=CC1=C(C(=CC=2SC(=CC21)C(=O)OCC)OC)OCOC)F ethyl 4-(2,2-difluorovinyl)-6-methoxy-5-(methoxymethoxy)benzo[b]thiophene-2-carboxylate